2-((methyl-d3)seleno)-1-phenyl-4-toluenesulfonyl-but-2-en-1-one (2S,4S)-benzyl-2-(hydroxymethyl)-4-mercaptopyrrolidine-1-carboxylate C(C1=CC=CC=C1)OC(=O)N1[C@@H](C[C@@H](C1)S)CO.C([Se]C(C(=O)C1=CC=CC=C1)=CCS(=O)(=O)CC1=CC=CC=C1)([2H])([2H])[2H]